C(CCCCCCCCCCCCCCC)NC(O[C@H]1[C@@H](O[C@@H]([C@H]1O)CO)N1C2=NC=NC(=C2N=C1)N)=O (2R,3R,4R,5R)-2-(6-amino-9H-purin-9-yl)-4-hydroxy-5-(hydroxymethyl)tetrahydrofuran-3-yl hexadecylcarbamate